2,2',2''-(1,4,7-triazonane-1,4,7-triyl)triacetic acid N1(CCN(CCN(CC1)CC(=O)O)CC(=O)O)CC(=O)O